6-((1R,2S,5S)-2-benzyl-3-azabicyclo[3.2.1]octan-3-yl)-4-morpholinopyridin-2(1H)-one C(C1=CC=CC=C1)[C@H]1[C@@H]2CC[C@H](CN1C1=CC(=CC(N1)=O)N1CCOCC1)C2